4-(1H-benzimidazol-2-yl)-N-(3-chloro-4-methoxy-phenyl)pyrimidin-2-amine N1C(=NC2=C1C=CC=C2)C2=NC(=NC=C2)NC2=CC(=C(C=C2)OC)Cl